N-(3-cyanooxetan-3-yl)-3-((2-methylthiazol-5-yl)methyl)-2,4-dioxo-1,2,3,4-tetrahydroquinazoline-6-sulfonamide C(#N)C1(COC1)NS(=O)(=O)C=1C=C2C(N(C(NC2=CC1)=O)CC1=CN=C(S1)C)=O